(4-amino-7-(pyrimidin-4-yl)-2-(pyrrolidine-1-carbonyl)pyrazolo[1,5-a]pyrazin-6-yl)benzonitrile NC=1C=2N(C(=C(N1)C1=C(C#N)C=CC=C1)C1=NC=NC=C1)N=C(C2)C(=O)N2CCCC2